FC(OC1=CC=C(C=C1)C1(CC1)C(=O)N1C(C2=CC=CC=C2C1)C(=O)O)(F)F 2-[1-[4-(trifluoromethoxy)phenyl]cyclopropanecarbonyl]isoindoline-1-carboxylic acid